(+/-)-2-(tert-Butyl) 1-methyl (1S,3aR,4S,7R,7aS)-1,3,3a,4,7,7a-hexahydro-2H-4,7-ethanoisoindole-1,2-dicarboxylate [C@@H]1(N(C[C@@H]2[C@@H]3C=C[C@H]([C@H]12)CC3)C(=O)OC(C)(C)C)C(=O)OC |r|